N-(5-((5-chloropyridin-2-yl)methoxy)-1,3,4-thiadiazol-2-yl)-2-(4,4-difluoropiperidin-1-yl)nicotinamide ClC=1C=CC(=NC1)COC1=NN=C(S1)NC(C1=C(N=CC=C1)N1CCC(CC1)(F)F)=O